CC1=NC(=CC=C1O[C@@H]1C[C@H](CCC1)C(=O)O)C=1N=NN(C1CNC1=NC=NC(=N1)CC(CC)C)C (1S,3S)-3-((2-Methyl-6-(1-methyl-5-(((4-(2-methylbutyl)-1,3,5-triazin-2-yl)amino)methyl)-1H-1,2,3-triazol-4-yl)pyridin-3-yl)oxy)cyclohexane-1-carboxylic acid